ClC1=CN=C(N1CC1=NC=CC=C1)C1=NC=CC(=C1)C=1OC(=NN1)C(F)F 2-[5-chloro-1-[(pyridin-2-yl)methyl]-1H-imidazol-2-yl]-4-[5-(difluoromethyl)-1,3,4-oxadiazol-2-yl]pyridine